C(CC#C)C1(N=N1)CCC(=O)NCCOC=1C=C(C(=O)NC=2SC=C(N2)C2=NC=CC=C2)C=C(C1)C(=O)N1CCN(CC1)C 3-(2-(3-(3-(but-3-yn-1-yl)-3H-diazirin-3-yl)propanamido)ethoxy)-5-(4-methylpiperazine-1-carbonyl)-N-(4-(pyridin-2-yl)thiazol-2-yl)benzamide